N-(2-(7-fluoro-2-((6-(4-methylpiperazin-1-yl)pyridin-3-yl)amino)quinazolin-8-yl)pyridin-4-yl)acrylamide FC1=CC=C2C=NC(=NC2=C1C1=NC=CC(=C1)NC(C=C)=O)NC=1C=NC(=CC1)N1CCN(CC1)C